2'-Methanesulfonyl-7'-(2-methylcyclopentyl)spiro[cyclopropane-1,5'-pyrrolo[2,3-d]pyrimidin]-6'-one CS(=O)(=O)C=1N=CC2=C(N1)N(C(C21CC1)=O)C1C(CCC1)C